C(C)OCC di-ethyl ether